Methyl 6-amino-4-chloro-5-iodonicotinate NC1=NC=C(C(=O)OC)C(=C1I)Cl